ClC=1C(=C(C(=CC1Cl)Cl)OC(C(=O)OC1=C(C(=C(C=C1Cl)Cl)Cl)C(=O)OCC1C2=CC=CC=C2C=2C=CC=CC12)=O)C(=O)OCC1C2=CC=CC=C2C=2C=CC=CC12.ClC=1C(=C(C(=CC1Cl)Cl)OC(C(=O)OC1=C(C(=C(C=C1Cl)Cl)Cl)C(=O)OCC(C1=CC=CC=C1)C1=CC=CC=C1)=O)C(=O)OCC(C1=CC=CC=C1)C1=CC=CC=C1 bis[3,4,6-trichloro-2-[(2,2-diphenylethoxy) carbonyl] phenyl]oxalate bis{3,4,6-trichloro-2-[(9-fluorenylmethoxy)carbonyl]phenyl}oxalate